Methyl 3-(3-(3-(hydroxymethyl)phenoxy)azetidin-1-yl)-2-(1H-pyrrol-1-yl)benzoate OCC=1C=C(OC2CN(C2)C=2C(=C(C(=O)OC)C=CC2)N2C=CC=C2)C=CC1